C(NCC(NCNC(CCCCNCCC)C(=O)O)C(=O)O)C(=O)O 2,5,7,13-tetraazahexadecane-1,4,8-tricarboxylic acid